1-(3-ethyl-2-oxo-2,3-dihydrobenzo[d]oxazol-5-yl)-1H-pyrazole-4-carbaldehyde C(C)N1C(OC2=C1C=C(C=C2)N2N=CC(=C2)C=O)=O